hydroxybenzamide, trifluoroacetate salt FC(C(=O)O)(F)F.OC1=C(C(=O)N)C=CC=C1